5-bromo-N-(2-(phenylthio)ethyl)nicotinamide BrC=1C=NC=C(C(=O)NCCSC2=CC=CC=C2)C1